N[C@@H]1CN(C[C@@H]([C@H]1O)C)C1=C2C(=NC=C1)C(CC2)O 4-[(3R,4R,5S)-3-amino-4-hydroxy-5-methylpiperidin-1-yl]-7-hydroxy-6,7-dihydro-5H-cyclopenta[b]pyridin